1,3-diallyl-5-methoxycarbonyl-1,3,5-triazine-2,4,6(1H,3H,5H)-trione C(C=C)N1C(N(C(N(C1=O)C(=O)OC)=O)CC=C)=O